CC1CCN(CC1)N(C(=O)NCCC1=CC=C(C=C1)OCC(C)C)CC1=CC=C(C=C1)F 1-(4-methylpiperidin-1-yl)-1-(4-fluorobenzyl)-3-(4-isobutoxyphenylethyl)urea